C1(CC1)C=1C(=C2C(C(N(C2=C(C1)F)C1C(N(CC1)CCCC(=O)OC(C)(C)C)=O)=O)(C)C)F tert-butyl 4-(3-(5-cyclopropyl-4,7-difluoro-3,3-dimethyl-2-oxoindolin-1-yl)-2-oxopyrrolidin-1-yl)butanoate